tert-Butyl 2-(((benzyloxy)carbonyl) amino)-3-(3-chloro-4-(trifluoromethyl) phenyl)propanoate C(C1=CC=CC=C1)OC(=O)NC(C(=O)OC(C)(C)C)CC1=CC(=C(C=C1)C(F)(F)F)Cl